CC1=C(C(=CC=C1)C)S(=O)C1=C(C=CC=C1)N1CCNCC1 1-(2-((2,6-dimethylphenyl)sulfinyl)phenyl)piperazine